2-amino-4-methoxy-1H-indole-3-carbonitrile NC=1NC2=CC=CC(=C2C1C#N)OC